2-bromo-2-(2-chloro-pyrimidin-4-yl)-1-(4-fluoro-3-trifluoromethyl-phenyl)-ethanone BrC(C(=O)C1=CC(=C(C=C1)F)C(F)(F)F)C1=NC(=NC=C1)Cl